tert-butyl 2-((1'-(2-((6-(5-(((cyclohexyloxy)carbonyl)amino)-6-methylpyridin-3-yl)benzo[d]thiazol-2-yl)amino)-2-oxoethyl)-[1,4'-bipiperidin]-4-yl)oxy)acetate C1(CCCCC1)OC(=O)NC=1C=C(C=NC1C)C1=CC2=C(N=C(S2)NC(CN2CCC(CC2)N2CCC(CC2)OCC(=O)OC(C)(C)C)=O)C=C1